[3,3'-bipyridyl]-2-amine N1=C(C(=CC=C1)C=1C=NC=CC1)N